C1(=C2N(C=N1)CCC2)C(C(=O)OCC)N2CC1=C(C=C(C=C1C2=O)C2=C(C=C(C=C2)C=2CCN(CC2)C(=O)OC(C)(C)C)C)F tert-butyl 4-[4-[2-[1-(6,7-dihydro-5H-pyrrolo[1,2-c]imidazol-1-yl)-2-ethoxy-2-oxo-ethyl]-7-fluoro-3-oxo-isoindolin-5-yl]-3-methyl-phenyl]-3,6-dihydro-2H-pyridine-1-carboxylate